4-aza-benzol C1=CC=NC=C1